C1(=CC=CC2=CC=CC=C12)C1=CC=C(C=C1)C1=CC(=CC2=C1N=C(O2)C2=CC=C(C=C2)Cl)C2=CC=C(C=C2)C2=CC=CC1=CC=CC=C21 4,6-bis(4-naphthalen-1-yl-phenyl)-2-(4-chloro-phenyl)-benzoxazole